ethyl 2-cyclopentylthiazole-5-carboxylate C1(CCCC1)C=1SC(=CN1)C(=O)OCC